(2S)-2-amino-N-[(1S)-1-carbamoyl-2-(2-oxopyrrolidin-3-yl)ethyl]-4-methylpentanamide TFA salt OC(=O)C(F)(F)F.N[C@H](C(=O)N[C@@H](CC1C(NCC1)=O)C(N)=O)CC(C)C